5-(2-(Morpholinomethyl)-1H-pyrrolo[2,3-b]pyridin-4-yl)-1H-indazol-3-amine O1CCN(CC1)CC1=CC=2C(=NC=CC2C=2C=C3C(=NNC3=CC2)N)N1